FC=1C=C(C=C(C1)F)C1=CC=C2CCC(N(C2=C1)CCN1CCOCC1)=O 7-(3,5-Difluorophenyl)-1-(2-morpholinoethyl)-3,4-dihydro-quinolin-2(1H)-one